2-(4-Ethylsulfonylpiperazin-1-yl)propan-1-ol C(C)S(=O)(=O)N1CCN(CC1)C(CO)C